The molecule is a prostaglandin carboxylic acid anion resulting from the removal of the proton from the carboxy group of prostaglandin A2. It is a conjugate base of a prostaglandin A2. CCCCC[C@@H](/C=C/[C@H]1C=CC(=O)[C@@H]1C/C=C\\CCCC(=O)[O-])O